CC(C#CC1=CC=CC2=C1OCCCN2)(C)C 9-(3,3-dimethylbut-1-yn-1-yl)-2,3,4,5-tetrahydrobenzo[b][1,4]oxazepine